ClC1=C(C=CC(=C1)OC)C=1CCOC2=C(C1C1=CC=C(C=C1)O[C@@H]1CN(CC1)CCCF)C=CC(=C2)O 4-(2-chloro-4-methoxy-phenyl)-5-[4-[(3S)-1-(3-fluoropropyl)pyrrolidin-3-yl]oxyphenyl]-2,3-dihydro-1-benzoxepin-8-ol